C1(CC1)C1=CC=C(C=C1)N(C(=O)C1=NC(=CN=C1)C1=CC=C(C=C1)C(F)(F)F)C N-(4-cyclopropylphenyl)-N-methyl-6-(4-(trifluoromethyl)phenyl)pyrazine-2-carboxamide